CC1=C2CCC(C2=CC=C1)=CC#N 2-(4-methyl-2,3-dihydro-1H-indene-1-ylidene)acetonitrile